(R)-3-amino-2-(((benzyloxy)carbonyl)amino)propionic acid propyl ester C(CC)OC([C@@H](CN)NC(=O)OCC1=CC=CC=C1)=O